(5-chloro-10-oxa-1,2,6-triazatricyclo[6.5.1.04,14]tetradeca-2,4(14),5,7-tetraen-12-yl)methanol ClC=1C=2C=NN3CC(COCC(=CN1)C32)CO